ClC=1C=C(OC=2C3=C(C(=NC2)SC(F)(F)F)C(C(C3)F)=O)C=C(C1)F 4-(3-chloro-5-fluoro-phenoxy)-6-fluoro-1-(trifluoromethylsulfanyl)-5,6-dihydrocyclopenta[c]pyridin-7-one